N[C@@H](CCCNC(N)=N)C(=O)NCC[NH+](C)C N-(2-(argininoylamino)ethyl)-N,N-dimethyl-ammonium